trichloros-triazinetrione ClN1C(N(C(N(C1=O)Cl)=O)Cl)=O